5-chloro-2-[1-(2-methoxyethyl)-1H-pyrazol-4-yl][1,2,4]triazolo[1,5-c]quinazoline ClC1=NC=2C=CC=CC2C=2N1N=C(N2)C=2C=NN(C2)CCOC